ClC1=C(C=C(C=C1)F)C1(NC(C2=C1C(=CC1=C(N(N=C21)C)C2=CC(CC2)=O)NC(C2=CC(=CC(=C2)C(F)(F)F)F)=O)=O)O N-(6-(2-chloro-5-fluorophenyl)-6-hydroxy-2-methyl-8-oxo-3-(3-oxocyclopent-1-en-1-yl)-2,6,7,8-tetrahydropyrrolo[3,4-g]indazol-5-yl)-3-fluoro-5-(trifluoromethyl)benzamide